2-chloro-4-methylsulfonyl-3-(2,2,2-trifluoroethoxy-methyl)benzoic acid ClC1=C(C(=O)O)C=CC(=C1COCC(F)(F)F)S(=O)(=O)C